BrC=1C=C(C=C(C1O)Br)C(=O)C=1N(N=C2N=CN=CC21)CC (3,5-dibromo-4-hydroxyphenyl)(2-ethyl-2H-pyrazolo[3,4-d]pyrimidin-3-yl)methanone